FC1=C(C(=C(C2=C(C(=C(C(=C12)F)F)F)F)F)F)[B-](C1=C(C2=C(C(=C(C(=C2C(=C1F)F)F)F)F)F)F)(C1=C(C2=C(C(=C(C(=C2C(=C1F)F)F)F)F)F)F)C1=C(C2=C(C(=C(C(=C2C(=C1F)F)F)F)F)F)F.C1(=CC=CC=C1)[PH+](C1=CC=CC=C1)C1=CC=CC=C1 Triphenylphosphonium tetrakis(perfluoronaphthalen-2-yl)borate